3-(4-(4,4,5,5-tetramethyl-1,3,2-dioxaborolan-2-yl)phenyl)cyclobutan-1-one CC1(OB(OC1(C)C)C1=CC=C(C=C1)C1CC(C1)=O)C